COCCN1N=CC(=C1[C@@H]1C[C@H](N(CC1)C(=O)OC(C)(C)C)C)C tert-Butyl (2R,4S)-4-(1-(2-methoxyethyl)-4-methyl-1H-pyrazol-5-yl)-2-methylpiperidine-1-carboxylate